4'-(3-(5-chloro-3,6-diphenylpyrazin-2-yl)phenyl)-2,6-diphenylpyrimidine ClC=1N=C(C(=NC1C1=CC=CC=C1)C=1C=C(C=CC1)C1=CC=C(C=C1)C1=CC=NC(=N1)C1=CC=CC=C1)C1=CC=CC=C1